Cl.N1CCC(CC1)N1N=CC(=C1)C=1C=C2C(=NNC2=CC1)C(=O)NC1=CC=NC=C1 5-(1-(piperidin-4-yl)-1H-pyrazol-4-yl)-N-(pyridin-4-yl)-1H-indazole-3-carboxamide hydrochloride